(S)-1-(3-trifluoromethylphenyl)ethylamine FC(C=1C=C(C=CC1)[C@H](C)N)(F)F